NC1=NN=C(S1)[C@@H]1[C@@H](C1)C#N (1R,2S)-2-(5-amino-1,3,4-thiadiazol-2-yl)cyclopropane-1-carbonitrile